C(C)C1=NC(=C2N1C(C(N(C2)C)=O)CC)C=2C=CC=C1C=C(N=CC21)C=2C=CC(=NC2)C(=O)NCC\C=C\C2=NC(=CC=C2)C(NC2C(NC(CC2)=O)=O)=O (E)-5-(8-(3,5-Diethyl-7-methyl-6-oxo-5,6,7,8-tetrahydroimidazo[1,5-a]pyrazin-1-yl)isoquinolin-3-yl)-N-(4-(6-((2,6-dioxopiperidin-3-yl)carbamoyl)pyridin-2-yl)but-3-en-1-yl)picolinamide